6-(2,6-dichlorophenyl)-2-((3-fluoro-4-(1-methylpiperidin-4-yl)phenyl)amino)-8,9-dihydroimidazo[1,2-a]pyrimido[5,4-e]pyrimidin-5(6H)-one ClC1=C(C(=CC=C1)Cl)N1C=2N(C3=C(C1=O)C=NC(=N3)NC3=CC(=C(C=C3)C3CCN(CC3)C)F)CCN2